N-[2-fluoro-3-[4-(trifluoromethyl)phenoxy]indan-5-yl]acrylamide FC1CC2=CC=C(C=C2C1OC1=CC=C(C=C1)C(F)(F)F)NC(C=C)=O